CC1COC(COC(CO1)C)C 3,6,9-trimethyl-1,4,7-trioxonane